[4-[4-(2,3-dichlorophenyl)-1-piperazinyl]-butoxy]-3,4-dihydroquinolone ClC1=C(C=CC=C1Cl)N1CCN(CC1)CCCCOC1C(NC2=CC=CC=C2C1)=O